FC1=C(O[C@H](C#N)C)C=CC(=C1F)C1=CN=C2N1C=CN=C2NC2=CC(=C(C=C2)C(=O)N2CCN(CC2)C(=O)C2(CCNCC2)O)C (2S)-2-[2,3-difluoro-4-[8-[4-[4-(4-hydroxypiperidine-4-carbonyl)piperazine-1-carbonyl]-3-methylanilino]imidazo[1,2-a]pyrazin-3-yl]phenoxy]propanenitrile